N1=C2C(=NC(C1=O)=O)N=CC=C2 pyrido[2,3-B]pyrazine-2,3-dione